3-chloro-N-(2,4-dimethoxybenzyl)-2,6-difluoro-N-(6-fluoropyridin-2-yl)-4-(3-((3-hydroxycyclobutyl)(methyl)amino)-3-methylpyrrolidin-1-yl)benzenesulfonamide ClC=1C(=C(C(=CC1N1CC(CC1)(C)N(C)C1CC(C1)O)F)S(=O)(=O)N(C1=NC(=CC=C1)F)CC1=C(C=C(C=C1)OC)OC)F